((6R,7R)-5-(azetidine-1-carbonyl)-6-((2,3',5'-trifluoro-[1,1'-biphenyl]-3-yl)methyl)-5-azaspiro[2.4]heptan-7-yl)methanesulfonamide N1(CCC1)C(=O)N1CC2(CC2)[C@H]([C@H]1CC=1C(=C(C=CC1)C1=CC(=CC(=C1)F)F)F)CS(=O)(=O)N